5-fluoro-6-nitro-1H-benzo[d]imidazol-2(3H)-one FC1=CC2=C(NC(N2)=O)C=C1[N+](=O)[O-]